COC1=CC=C(CN(C2=NC(=NN3C2=NC=C3C(C=3C=CC(=NC3F)C3CCN(CC3)C(=O)OC(C)(C)C)O)OC(C)CCC)CC3=CC=C(C=C3)OC)C=C1 tert-butyl 4-(5-((4-(bis(4-methoxybenzyl)amino)-2-(pentan-2-yloxy)imidazo[2,1-f][1,2,4]triazin-7-yl)(hydroxy)methyl)-6-fluoropyridin-2-yl)piperidine-1-carboxylate